(2R,3r,4S)-Pentan-1,2,3,4,5-pentol C([C@H](C([C@H](CO)O)O)O)O